N1-dodecyl-N3,N3-dimethylpropane-1,3-diamine C(CCCCCCCCCCC)NCCCN(C)C